CC1(C(=C(C1)C1=C(C=CC=C1)NC(C)=O)C1=C(C=CC(=C1)F)C)C N-(2-(3,3-dimethyl-2-(2-methyl-5-fluorophenyl)cyclobut-1-en-1-yl)phenyl)acetamide